oleylbiuret C(CCCCCCC\C=C/CCCCCCCC)NC(=O)NC(=O)N